(1-methyltetrazol-5-yl)sulfanylpotassium CN1N=NN=C1S[K]